Cl.C(C)OC(=O)N1CC2(CC(C2)N2CCC(CC2)C2=CC=NN2C)CC1 Cis-2-[4-(1-methyl-1H-pyrazol-5-yl)-1-piperidinyl]-6-azaspiro[3.4]octane-6-carboxylic acid ethyl ester, hydrochloride